NC1=C(C2=C(S1)CCCC2)C(=O)NCC2=C(C=CC=C2)OC 2-Amino-N-(2-methoxybenzyl)-4,5,6,7-tetrahydrobenzo[b]thiophene-3-carboxamide